3-BROMOIMIDAZO[1,2-A]PYRIDIN-2-CARBALDEHYDE BrC1=C(N=C2N1C=CC=C2)C=O